CN(C(=[N+](C)C)S)C tetramethyl-thiouronium